(tert-Butoxycarbonyl)-3-azabicyclo[4.1.0]heptane-1-carboxylic acid C(C)(C)(C)OC(=O)C1C2(CC2CCN1)C(=O)O